N(=[N+]=[N-])[C@H]1[C@@H](O[C@@H]([C@H]1O)CO)N1C(=O)N=C(N)C=C1 2'-azido-2'-deoxycytidine